NC1=C(C=C(C=C1C)CCCO)C 3-(4-amino-3,5-dimethylphenyl)propan-1-ol